OC=1C=C(C=O)C=CC1OCCN1CCNCC1 3-hydroxy-4-(2-(piperazin-1-yl)ethoxy)benzaldehyde